C(#C)C=1C=C(C=O)C=CC1OC 3-ETHYNYL-4-METHOXY-BENZALDEHYDE